(1R,2S)-1-(5-chloropyrimidin-2-yl)-N-(5-cyclopropyl-4-(4,6-dimethoxypyrimidin-5-yl)-4H-1,2,4-triazol-3-yl)-1-methoxypropane-2-sulfonamide ClC=1C=NC(=NC1)[C@H]([C@H](C)S(=O)(=O)NC1=NN=C(N1C=1C(=NC=NC1OC)OC)C1CC1)OC